C(C1=C(C=CC=C1)N=C=O)C1=C(C=CC=C1)N=C=O Methylen-diphenyldiisocyanat